C(C1=CC=CC=C1)OCC1(CCC(CC1)NC(=O)NCCCC)CN1C(N(C(C1(C)C)=O)COCC[Si](C)(C)C)=O 1-[4-(benzyloxymethyl)-4-[[5,5-dimethyl-2,4-dioxo-3-(2-trimethylsilylethoxymethyl)imidazolidin-1-yl]methyl]cyclohexyl]-3-butyl-urea